C(C)(C)(C)OC(C\C=C\C1=CN(C(C=C1N(C)C(=O)OC(C)(C)C)=O)C)=O (E)-4-[4-[tert-Butoxycarbonyl-(methyl)amino]-1-methyl-6-oxo-3-pyridinyl]but-3-enoic acid tert-butyl ester